O=C1N(C(CC1)=O)C(C(=O)[O-])C=1C=C(C=CC1)C1=CC=CC=C1.[F-].C(CCCCCC)[NH+]1C(CCC1)CC.C(CCCCCC)[NH+]1C(CCC1)CC 1-Heptyl-2-ethylpyrrolidinium fluorid 2,5-dioxopyrrolidin-1-yl-2-([1,1'-biphenyl]-3-yl)acetate